N1CCC2=C(C=CC=C12)C1=CC=C(C=N1)CC1CCC2(CCN(CC2)C(=O)OC(C)(C)C)CC1 tert-butyl 9-{[6-(2,3-dihydro-1H-indol-4-yl)pyridin-3-yl]methyl}-3-azaspiro[5.5]undecane-3-carboxylate